NC=1C=CC(=C(C1)N1CCN(CC1)C1=NC=C(C=N1)C1=CC=C(C=C1)N(C(C)=O)C1CCC(CC1)NC1=NC2=CC=CC=C2C=N1)F N-(4-(2-(4-(5-amino-2-fluorophenyl)piperazin-1-yl)pyrimidin-5-yl)phenyl)-N-((1r,4r)-4-(quinazolin-2-ylamino)cyclohexyl)acetamide